tert-butyl (R)-4-(4-(3-methyl-2,6-dioxopiperidin-3-yl)phenyl)piperazine-1-carboxylate C[C@]1(C(NC(CC1)=O)=O)C1=CC=C(C=C1)N1CCN(CC1)C(=O)OC(C)(C)C